C(C)(C)(C)OC(=O)N1CCC(CC1)C=1C(=NC(=C(C(=O)OCC)C1)C(N(C(C)C)C(C)C)=O)OC ethyl 5-(1-(tert-butyloxycarbonyl)piperidin-4-yl)-2-(diisopropylcarbamoyl)-6-methoxynicotinate